C(C)(C)(C)CC(CC(=O)[O-])=O.C(C)(C)(C)CC(CC(=O)[O-])=O.[Cu+2] copper (II) bis(t-butylacetoacetate)